[N+](=O)([O-])C=1C=C(C=CC1)C1C(CC1)N1N=NC=C1 1-(2-(3-nitrophenyl)cyclobutyl)-1H-1,2,3-triazole